(2R)-2-[4-[4-fluoro-2-(tetradecylamino)phenyl]-2-oxo-chromen-7-yl]oxypropionic acid FC1=CC(=C(C=C1)C1=CC(OC2=CC(=CC=C12)O[C@@H](C(=O)O)C)=O)NCCCCCCCCCCCCCC